6-(3-amino-1H-indazol-4-yl)-N-(2-fluoro-4-methylphenyl)-1-naphthalenecarboxamide NC1=NNC2=CC=CC(=C12)C=1C=C2C=CC=C(C2=CC1)C(=O)NC1=C(C=C(C=C1)C)F